ClCC=1C(NC2=CC=CC=C2N1)=O 3-(chloromethyl)-1H-quinoxalin-2-one